CN1N=C2C(=CC(=CC2=C1)NC(=O)N1CCC=2C1=NC=CC2N2C[C@H](N(CC2)C(=O)OC(C)(C)C)C)C tert-butyl (R)-4-(1-((2,7-dimethyl-2H-indazol-5-yl)carbamoyl)-2,3-dihydro-1H-pyrrolo[2,3-b]pyridin-4-yl)-2-methylpiperazine-1-carboxylate